BrC1=CC=C(C=C1)NC(=O)N[C@H](C(=O)NCC(=O)OC(C)(C)C)CCSC tert-butyl {[(2S)-2-{[(4-bromophenyl)carbamoyl]amino}-4-(methylsulfanyl)butanoyl]amino}acetate